((S)-1-(2,4-difluorophenyl)ethyl)-2-(2,6-dioxopiperidin-3-yl)-3-oxo-2,3-dihydro-1H-indazole-6-carboxamide FC1=C(C=CC(=C1)F)[C@H](C)N1N(C(C2=CC=C(C=C12)C(=O)N)=O)C1C(NC(CC1)=O)=O